3-(2,2,2-trifluoroethyl)-1,6,9,12-tetraazabicyclo[11.3.1]heptadecane FC(CC1CN2CCCC(NCCNCCNCC1)C2)(F)F